2-(2-aminoethoxy)-ethanol NCCOCCO